6-methoxy-4-iodoisoquinolin-1(2H)-one COC=1C=C2C(=CNC(C2=CC1)=O)I